BrCC(=O)C1=C(C=CC=C1C)C 2-bromo-1-(2,6-dimethylphenyl)ethan-1-one